(R)-4-((1R,3R,5S,6R)-6-(3-(3-(difluoromethoxy)phenyl)-1-isopropyl-1H-1,2,4-triazol-5-yl)bicyclo[3.1.0]hexan-3-yl)-3-methylmorpholine FC(OC=1C=C(C=CC1)C1=NN(C(=N1)C1[C@H]2CC(C[C@@H]12)N1[C@@H](COCC1)C)C(C)C)F